6-((4-((5-Cyclopropyl-3-(3,5-dichloropyridin-4-yl)isoxazol-4-yl)methoxy)bicyclo[2.2.2]octan-1-yl)methoxy)-4-propylchinolin C1(CC1)C1=C(C(=NO1)C1=C(C=NC=C1Cl)Cl)COC12CCC(CC1)(CC2)COC=2C=C1C(=CC=NC1=CC2)CCC